[Cl-].[NH4+].C1(=C(C=CC=C1)[P]C1=C(C=CC=C1)C)C ditolyl-phosphorus ammonium chloride